CN1C(=NC(=C1)C)C1=CC=C(CC2=NN=C3N2C=C(C=C3)C3=C(C=CC=C3)C(C)C)C=C1 3-(4-(1,4-dimethyl-1H-imidazol-2-yl)benzyl)-6-(2-isopropylphenyl)-[1,2,4]triazolo[4,3-a]pyridine